COC(=O)C1=CC=C(C=C1)C(C(C(=O)N[C@H](C(=O)N(C)[C@H](/C=C(/C(=O)N[C@H](CCC(=O)OC(C)(C)C)C(=O)OC(C)(C)C)\C)C(C)C)C(C)(C)C)NC)(C)C di-tert-butyl ((4S,E)-4-((2S)-2-(3-(4-(methoxycarbonyl)phenyl)-3-methyl-2-(methylamino)butanamido)-N,3,3-trimethylbutanamido)-2,5-dimethylhex-2-enoyl)-D-glutamate